N[C@H](C(=O)N)CC1C(NC2(CC(C2)(F)F)C1)=O (2S)-2-amino-3-{2,2-difluoro-6-oxo-5-azaspiro[3.4]oct-7-yl}propionamide